(2R,4S)-4-((3-(cyclopropylmethoxy)-4-(difluoromethoxy)phenyl)-amino)-2-(hydroxymethyl)pyrrolidine-1-carboxylic acid tert-butyl ester C(C)(C)(C)OC(=O)N1[C@H](C[C@@H](C1)NC1=CC(=C(C=C1)OC(F)F)OCC1CC1)CO